NC=1C(=NN(C1)C1OCCCC1)C(=O)N 4-amino-1-(tetrahydro-2H-pyran-2-yl)-1H-pyrazole-3-carboxamide